dioctyltin borate B([O-])([O-])[O-].C(CCCCCCC)[Sn+2]CCCCCCCC.B([O-])([O-])[O-].C(CCCCCCC)[Sn+2]CCCCCCCC.C(CCCCCCC)[Sn+2]CCCCCCCC